ClC=1C(=CC(NC1)=O)CN1CC=2C=C(C=3C(=CNC3C2NS1(=O)=O)Cl)Cl 5-chloro-4-((6,7-dichloro-2,2-dioxido-4,9-dihydro-[1,2,6]thiadiazino[4,3-g]indol-3(1H)-yl)methyl)pyridin-2(1H)-one